3-(2-(2,6-dioxopiperidin-3-yl)-3-oxoisoindolin-5-yl)propiolic acid O=C1NC(CCC1N1CC2=CC=C(C=C2C1=O)C#CC(=O)O)=O